N-[2,6-dibromo-4-(1,1,1,2,3,3,3-heptafluoropropan-2-yl)phenyl]-3-[N-(cyclopropylmethyl)-3-methyl-4-cyanobenzamido]-2-fluorobenzamide BrC1=C(C(=CC(=C1)C(C(F)(F)F)(C(F)(F)F)F)Br)NC(C1=C(C(=CC=C1)N(C(C1=CC(=C(C=C1)C#N)C)=O)CC1CC1)F)=O